CC1=NC(=NC(=C1C)NC)NC=1C(=C(C2=C(CCO2)C1)C=1CCCN(CC1)C(=O)OC(C)(C)C)F tert-butyl 5-[5-[[4,5-dimethyl-6-(methylamino) pyrimidin-2-yl] amino]-6-fluoro-2,3-dihydrobenzofuran-7-yl]-2,3,4,7-tetrahydroazepine-1-carboxylate